4-((2-(piperidin-1-yl)ethyl)thio)aniline N1(CCCCC1)CCSC1=CC=C(N)C=C1